FC=1C(=C(C=CC1)NC1=C(NC2=C1C(NCC2)=O)C2=C(C=NC=C2)C#CC2N(CCOC2)C(=O)OC(C)(C)C)OC tert-butyl 3-[2-(4-{3-[(3-fluoro-2-methoxyphenyl)amino]-4-oxo-1H,5H,6H,7H-pyrrolo[3,2-c]pyridin-2-yl}pyridin-3-yl)ethynyl]morpholine-4-carboxylate